N-[3-chloro-1-(pyridin-3-yl)-1H-pyrazol-4-yl]-2-(methanesulfonyl)propanamide ClC1=NN(C=C1NC(C(C)S(=O)(=O)C)=O)C=1C=NC=CC1